isobutyl 2-(((ethoxycarbonyl)(2-ethylhexyl)amino)methyl)benzoate C(C)OC(=O)N(CC(CCCC)CC)CC1=C(C(=O)OCC(C)C)C=CC=C1